6,8-Dihydro-5H-1,7-naphthyridin-7-yl-[rac-(5S,7S)-7-fluoro-5-phenyl-6,7-dihydro-5H-pyrrolo[1,2-b][1,2,4]triazol-2-yl]methanon N1=CC=CC=2CCN(CC12)C(=O)C=1N=C2N(N1)[C@@H](C[C@@H]2F)C2=CC=CC=C2 |r|